1-(3-bromo-2-fluorobenzylidene)-2-tert-butylhydrazine BrC=1C(=C(C=NNC(C)(C)C)C=CC1)F